ClC=1N=C(C2=C(N1)CC[S+]2[O-])NC2CCCC2 2-chloro-N-cyclopentyl-5-oxido-6,7-dihydro-thieno[3,2-d]pyrimidin-5-ium-4-amine